N[C@@H](CCC(=O)[O-])C(=O)OCC1=CC=CC=C1 benzyl alpha-glutamate